C(C)(C)C1=CC=C(C=C1)CN1C(CCC1=O)CC(=O)N(C1=CC=CC=C1)C 2-[1-[(4-isopropylphenyl)methyl]-5-oxopyrrolidin-2-yl]-N-methyl-N-phenylacetamid